C=12C3=CN=C(COCCCOCCOC=4C=CC(NN1)=C2C4)S3 7,11,14-trioxa-23-thia-4,19,20-triazatetracyclo[13.5.2.12,5.018,21]tricosa-1(20),2,4,15(22),16,18(21)-hexaene